5-fluoro-2,6-diiodo-pyridin-3-ol FC=1C=C(C(=NC1I)I)O